Br[SiH2]C(C)C(C)[SiH2]Br 2,3-bis(bromosilyl)butane